S(=O)(=O)([O-])C1=CC=C(C)C=C1.[NH4+] Ammonium tosylate salt